OC(=O)C(F)(F)F.C1(CC1)[C@@H]1NC2=C(C(N(C=3C=CC(=CC23)NC2=NC(=NC=C2Cl)Cl)C)=O)OCC1(F)F (S)-2-cyclopropyl-10-((2,5-dichloropyrimidin-4-yl)amino)-3,3-difluoro-7-methyl-1,2,3,4-tetrahydro-[1,4]oxazepino[2,3-c]quinolin-6(7H)-one TFA salt